C(CCCCCCCCCCCCCCCCCC=CCCCCCCCCCC)(=O)O 19-triacontenic acid